BrC=1C=CC=C2C(=NC(=NC12)NC1=CC(=C(C=C1)F)Cl)N[C@H](C)C=1SC=CC1 (R)-8-bromo-N2-(3-chloro-4-fluorophenyl)-N4-(1-(thiophen-2-yl)ethyl)quinazoline-2,4-diamine